C(C)OC(=O)C1=NN(N=C1C)C(C1=CC=CC=C1)(C1=CC=CC=C1)C1=CC=CC=C1 5-Methyl-2-trityl-2H-1,2,3-triazole-4-carboxylic acid ethyl ester